4-(3-(4-Chloro-2-methoxyphenyl)-2,3-dihydrobenzo[b][1,4]dioxin-5-yl)piperidine ClC1=CC(=C(C=C1)C1OC2=C(OC1)C=CC=C2C2CCNCC2)OC